9,10-di-hydroxy-12Z-octadecenoic acid OC(CCCCCC=CC(=O)O)C(CCCCCCCC)O